4-hydroxybenzophenone OC1=CC=C(C(=O)C2=CC=CC=C2)C=C1